C(CCC(=O)O)(=O)O.C(C)(C)N(CCC1=CNC2=CC=CC=C12)C(C)C.C(C)(C)N(CCC1=CNC2=CC=CC=C12)C(C)C diisopropyltryptamine hemi-succinate